N1=C(C=CC=C1)CNC(C)=O N-picolylacetamide